1-((S)-2-amino-3-(4-hydroxyphenyl)propyl)-3-((S)-1-(thiophen-3-yl)propan-2-yl)urea N[C@H](CNC(=O)N[C@H](CC1=CSC=C1)C)CC1=CC=C(C=C1)O